[N+](=O)([O-])C1=C(C=CC=C1)C1=NN=C(O1)C(O)=NN 5-(2-nitrophenyl)-1,3,4-oxadiazole-2-carboxylic acid hydrazone